Fumaric acid diphenyl ester C1(=CC=CC=C1)OC(\C=C\C(=O)OC1=CC=CC=C1)=O